C12C(CC(CC1)CC2)C(C)NS(=O)(=O)C=2C=CC1=C(C(NCCC1)=O)C2 N-(1-(bicyclo[2.2.2]octan-2-yl)ethyl)-1-oxo-2,3,4,5-tetrahydro-1H-benzo[c]azepine-8-sulfonamide